N-((6-(2-(1H-pyrazol-1-yl)ethyl)-5-methoxy-1H-indol-2-yl)methyl)-1-methylcyclopropane-1-carboxamide N1(N=CC=C1)CCC1=C(C=C2C=C(NC2=C1)CNC(=O)C1(CC1)C)OC